(3S,5R)-1-acryloyl-5-(methoxymethyl)pyrrolidin-3-yl-3-((4,6-difluoro-1-methyl-1H-benzo[d]imidazol-5-yl)ethynyl)-5-(methylamino)-1H-pyrazole-4-carboxamide C(C=C)(=O)N1C[C@H](C[C@@H]1COC)N1N=C(C(=C1NC)C(=O)N)C#CC1=C(C2=C(N(C=N2)C)C=C1F)F